(6R)-6-({2-[4-(methanesulfonyl)phenyl][1,2,4]triazolo[1,5-c]quinazolin-5-yl}amino)-1,4-diazepan-5-one CS(=O)(=O)C1=CC=C(C=C1)C1=NN2C(=NC=3C=CC=CC3C2=N1)N[C@H]1C(NCCNC1)=O